(4-((4-amino-5-chloro-2,3-dihydrobenzofuran-7-carboxamido)methyl)piperidin-1-yl)-12-oxododecanoic acid NC1=C(C=C(C2=C1CCO2)C(=O)NCC2CCN(CC2)C(C(=O)O)CCCCCCCCCC=O)Cl